C(C)OC(C(=C(C1=CC=CC=C1)C1=CC=CC=C1)C#N)=O.C(C)(=O)OC=1C=C(C=CC1)C1=NN=NN1 5-(3-acetoxyphenyl)tetrazole Ethyl-α-cyano-β,β-diphenylacrylat